C(C1=CC=CC=C1)N1C[C@H](CC1)NC(=S)NC1=CC=C(C=C1)F (s)-1-(1-benzylpyrrolidine-3-yl)-3-(4-fluorophenyl)thiourea